(E)-N-(4-(1-(6-(4-(4-(5-((2-(2,6-dioxopiperidin-3-yl)-1,3-dioxoisoindolin-4-yl)amino)pentanoyl)piperazin-1-yl)piperidin-1-yl)nicotinoyl)piperidin-4-yl)butyl)-3-(pyridin-3-yl)acrylamide O=C1NC(CCC1N1C(C2=CC=CC(=C2C1=O)NCCCCC(=O)N1CCN(CC1)C1CCN(CC1)C1=NC=C(C(=O)N2CCC(CC2)CCCCNC(\C=C\C=2C=NC=CC2)=O)C=C1)=O)=O